BrC1=CC=C(C=2SC3=C(C21)C=CC=C3)I 1-bromo-4-iododibenzo[b,d]thiophene